C(C)C(CC=1C(=C(C=CC1)O)CC(CCCC)CC)CCCC di(2-ethylhexyl)phenol